CC(CN)CCC(CN)C 2,5-dimethyl-1,6-hexylenediamine